C(#N)C[C@H]1CN(CCN1)C1=CC(=NC(=N1)OC[C@H]1N(CCC1)CCO)C(=O)NC1=CC(=CC2=CC=CC=C12)O 6-[(3S)-3-(cyanomethyl)piperazin-1-yl]-2-[[(2S)-1-(2-hydroxyethyl)pyrrolidin-2-yl]methoxy]-N-(3-hydroxy-1-naphthyl)pyrimidine-4-carboxamide